4-methoxymethylene-3-isochromanone COC=C1C(OCC2=CC=CC=C12)=O